N=1N(N=C2C1C=CC=C2)C=2C=C(C=CC2)N(C2=CC=C(C=C2)C2=CC1=CC=CC=C1C=C2)C2=CC(=CC=C2)N2N=C1C(=N2)C=CC=C1 bis-{3-(benzotriazol-2-yl)phenyl}-{4-(naphthalen-2-yl)phenyl}amine